3,4',5-triallyl-1,1-biphenyl C(C=C)C=1C=C(C=C(C1)CC=C)C1=CC=C(C=C1)CC=C